(S)-6-(4-methoxyphenylsulfonimidoyl)-2-((6-methoxypyridin-3-yl)methyl)phthalazin-1(2H)-one COC1=CC=C(C=C1)[S@@](=O)(=N)C=1C=C2C=NN(C(C2=CC1)=O)CC=1C=NC(=CC1)OC